4-[[(1R)-1-[3-amino-5-(trifluoromethyl)phenyl]ethyl]amino]-2,8-dimethyl-6-(1,2,3,6-tetrahydropyridin-4-yl)pyrido[2,3-d]pyrimidin-7-one NC=1C=C(C=C(C1)C(F)(F)F)[C@@H](C)NC=1C2=C(N=C(N1)C)N(C(C(=C2)C=2CCNCC2)=O)C